trans-4-(5-(4-methylpyrrolidin-3-yl)-1H-pyrazol-3-yl)pyridine TFA salt OC(=O)C(F)(F)F.C[C@H]1[C@@H](CNC1)C1=CC(=NN1)C1=CC=NC=C1